4β-acetoxy-3β-acetoxy-5α-cholan-24-oic acid C(C)(=O)O[C@@H]1[C@@H]2CC[C@H]3[C@@H]4CC[C@H]([C@@H](CCC(=O)O)C)[C@]4(CC[C@@H]3[C@]2(CC[C@@H]1OC(C)=O)C)C